FC1(CCC(CC1)N1C=C(C=CC1=O)C=1C(=C(C(=O)N)C=CC1NS(=O)(=O)CCO)N1CCC2(CC2)CC1)F (1-(4,4-difluorocyclohexyl)-6-oxo-1,6-dihydropyridin-3-yl)-4-(2-hydroxyethylsulfonamido)-2-(6-azaspiro[2.5]oct-6-yl)benzamide